C(C(=C)C)(=O)OCC12C3(CCC(C2CCC1)C3)COC(C(=C)C)=O bis(methacryloyloxymethyl)tricyclo[5.2.1.02,6]-decane